CC1(C2C=CC(C1)C2)C(=O)OC 5-methyl-5-methoxycarbonylbicyclo[2.2.1]hept-2-ene